propanoic acid 2-ethylhexyl ester C(C)C(COC(CC)=O)CCCC